(S)-2-amino-3-(6-methyl-1,2,4,5-tetrazin-3-yl)propanoic acid N[C@H](C(=O)O)CC=1N=NC(=NN1)C